N-(tert-butyloxycarbonyl)-L-leucinyl-3-[(3S)-2-oxopyrrolidin-3-yl]-L-alaninamide C(C)(C)(C)OC(=O)N[C@@H](CC(C)C)C(=O)N[C@@H](C[C@H]1C(NCC1)=O)C(=O)N